(S)-quinuclidin-3-yl (5-(3,4-difluorophenyl)-2,2-dimethyl-2,3-dihydro-1H-inden-1-yl)carbamat FC=1C=C(C=CC1F)C=1C=C2CC(C(C2=CC1)NC(O[C@@H]1CN2CCC1CC2)=O)(C)C